2-(2-hydroxy-4-octylphenyl)benzotriazole OC1=C(C=CC(=C1)CCCCCCCC)N1N=C2C(=N1)C=CC=C2